ClC=1C=CC=C2[C@H](CCOC12)NC(=O)NC1=NN(C=C1)C1=CC(=C(C(=O)NC)C=C1)F 4-[3-[[(4S)-8-chlorochroman-4-yl]carbamoyl-amino]pyrazol-1-yl]-2-fluoro-N-methyl-benzamide